(S)-N-(6-cyano-1-cyclobutyl-1H-benzo[d]imidazol-2-yl)-2,3-dimethylbutanamide C(#N)C=1C=CC2=C(N(C(=N2)NC([C@H](C(C)C)C)=O)C2CCC2)C1